6-methoxy-1,2,3,4-tetrahydro-2-methylquinoline COC=1C=C2CCC(NC2=CC1)C